methyl 2-(4-(2,6-diphenylimidazo[1,2-a]pyridin-8-yl)phenyl)ethene-1-sulfonate C1(=CC=CC=C1)C=1N=C2N(C=C(C=C2C2=CC=C(C=C2)C=CS(=O)(=O)OC)C2=CC=CC=C2)C1